FC=1C(=C(C=NC1C(CC)=O)C=1C(N(C2=CC(=NC=C2C1)NC(OC(C)(C)C)=O)C)=O)C tert-butyl (3-(5-fluoro-4-methyl-6-propionylpyridin-3-yl)-1-methyl-2-oxo-1,2-dihydro-1,6-naphthyridin-7-yl)carbamate